ClC1=CC=C2C(C(=C(N(C2=C1)C(C)C)C1N(CCC1)C(=O)OC(C)(C)C)C)=O tert-butyl 2-(7-chloro-1-isopropyl-3-methyl-4-oxo-1,4-dihydroquinolin-2-yl)pyrrolidine-1-carboxylate